(R)-4-(1H-benzo[d]imidazol-1-yl)-N-(2-(4-carbamoylphenyl)thieno[3,2-c]pyridin-4-yl)-2-fluoro-N-(piperidin-3-yl)benzamide N1(C=NC2=C1C=CC=C2)C2=CC(=C(C(=O)N([C@H]1CNCCC1)C1=NC=CC3=C1C=C(S3)C3=CC=C(C=C3)C(N)=O)C=C2)F